3-chloro-N4-cyclohexyl-N6-(2-methoxy-4-(methylsulfonyl)phenyl)-1H-pyrrolo[2,3-b]pyridine-4,6-diamine ClC1=CNC=2N=C(C=C(C21)NC2CCCCC2)NC2=C(C=C(C=C2)S(=O)(=O)C)OC